C1OC2=CC=C(C(=O)NN)C=C2O1 4-methylenedioxybenzoyl-hydrazine